C(C(C)N(CC(=O)O)CC(=O)O)N(CC(=O)O)CC(=O)O propylenediaminetetraacetic acid